2-methyl-6-morpholino-3H-pyrido[4,3-d]pyrimidine-4,7-dione CC=1NC(C=2C(N1)=CC(N(C2)N2CCOCC2)=O)=O